C(C)OC(=O)C=1N=C2N(N(C(C=C2N2[C@H](CN([C@@H](C2)CC)CC2=CC=CC=C2)CC)=O)C)C1 8-((2S,5R)-4-benzyl-2,5-diethylpiperazin-1-yl)-5-methyl-6-oxo-5,6-dihydroimidazo[1,2-b]pyridazine-2-carboxylic acid ethyl ester